COC1=CC=C(CN(S(=O)(=O)C2=NN(C(=C2)CN(C)C)CCCCCOC2=NC=CC(=C2)C2=C(C(=CC=C2)C(C)C)CC(=O)O)CC2=CC=C(C=C2)OC)C=C1 2-(2-(2-((5-(3-(N,N-bis(4-methoxybenzyl)sulfamoyl)-5-((dimethylamino)-methyl)-1H-pyrazol-1-yl)pentyl)oxy)pyridin-4-yl)-6-isopropylphenyl)acetic acid